C(C=C)C1C(=O)OCCCC1 alpha-allyl-epsilon-caprolactone